OC=1C(=C(C(=CC1)C)NC(=O)C1=CN=C(S1)NC1=NC(=CC=C1C)NC(C=C)=O)C N-(3-hydroxy-2,6-dimethyl-phenyl)-2-[[3-methyl-6-(prop-2-enoylamino)-2-pyridyl]amino]thiazole-5-carboxamide